C(C=C)(=O)OCCN(C)C trans-N,N-dimethylaminoethyl acrylate